(S)-1-Methyl-2-((3-(1-(4-(methylthio)phenyl)-2-oxo-1,2-dihydro-3H-imidazo[4,5-b]pyridin-3-yl)pyrrolidin-1-yl)methyl)-1H-imidazole-5-carboxylic Acid CN1C(=NC=C1C(=O)O)CN1C[C@H](CC1)N1C(N(C=2C1=NC=CC2)C2=CC=C(C=C2)SC)=O